CC(CCCCCCCCCCC[NH3+])CCCCCC 12-methyl-stearylammonium